3-((1-((6-chloropyridin-3-yl)amino)isoquinolin-6-yl)oxy)adamantan-1-ol ClC1=CC=C(C=N1)NC1=NC=CC2=CC(=CC=C12)OC12CC3(CC(CC(C1)C3)C2)O